BrC1=CC=C(C=C1)[C@H](C)NC(CCC1=NC=2C(=NC=CC2)N1CC1=CC(=C(C=C1)F)F)=O N-[(S)-1-(4-Bromo-phenyl)-ethyl]-3-[3-(3,4-difluoro-benzyl)-3H-imidazo[4,5-b]pyridin-2-yl]-propionamide